C(=C)C1=CCCCC1 1-vinylcyclohexene